5-(3-fluoro-4-(methylthio)benzyl)-8-methoxy-5H-pyrido[3,2-b]indole FC=1C=C(CN2C3=C(C=4C=C(C=CC24)OC)N=CC=C3)C=CC1SC